C(#N)CC[Si](OCCC)(OCCC)OCCC 2-cyanoethyltripropoxysilane